NC=1N=NC(=CC1N1CCN(C2(CCC2)C1)C=1C=C(OC2CCN(CC2)C(=O)OCC2=CC=CC=C2)C=CC1)C1=C(C=CC=C1)O benzyl 4-[3-[8-[3-amino-6-(2-hydroxyphenyl)pyridazin-4-yl]-5,8-diazaspiro[3.5]nonan-5-yl]phenoxy]piperidine-1-carboxylate